C1(CCC1)C1C[C@@H](N(C1)C(=O)OC(C)(C)C)C(=O)OC 1-(tert-butyl) 2-methyl (2R)-4-cyclobutylpyrrolidine-1,2-dicarboxylate